COC=1N=C2C(=CC=NC2=CC1OC)OC1=C(C=C(C=C1)NC(=O)C=1C(=NC(=C(C1O)C1=NC=CC=C1)C)COC)F N-[4-[(6,7-Dimethoxy-1,5-naphthyridin-4-yl)oxy]-3-fluorophenyl]-4-hydroxy-2-(methoxymethyl)-6-methyl-5-pyridin-2-ylpyridine-3-carboxamide